4-bromo-3-(2-(thiophen-2-yl)acetamido)thiophene-2-carboxylic acid methyl ester COC(=O)C=1SC=C(C1NC(CC=1SC=CC1)=O)Br